methyl (1R,2S,5S)-3-[(2S)-4,4-difluoro-2-[[(3S)-tetrahydrofuran-3-carbonyl]amino]butanoyl]-6,6-dimethyl-3-azabicyclo[3.1.0]hexane-2-carboxylate FC(C[C@@H](C(=O)N1[C@@H]([C@H]2C([C@H]2C1)(C)C)C(=O)OC)NC(=O)[C@@H]1COCC1)F